tert-butyl 4-{[2-(benzyloxy)ethoxy]methyl}piperidine-1-carboxylate C(C1=CC=CC=C1)OCCOCC1CCN(CC1)C(=O)OC(C)(C)C